ClC=1C(N(C(=CC1OCC1=NC=C(C=C1F)F)C)C1=CC(=NC=C1C)C1=NC(=NC=C1)C(C)(C)O)=O (+)-3-chloro-4-((3,5-difluoropyridin-2-yl)methoxy)-2'-(2-(2-hydroxypropan-2-yl)pyrimidin-4-yl)-5',6-dimethyl-2H-[1,4'-bipyridinyl]-2-one